C(C)OC(C(C(C)C)(F)F)=O 2,2-difluoro-3-methylbutanoic acid ethyl ester